C(C)OC(C1=CC=C(C=C1)NC(C(CC1=CC=CC=C1)NC(C=CC1=CC2=C(OCO2)C=C1)=O)=O)=O 4-(2-(3-(benzo[1,3]dioxol-5-yl)acrylamido)-3-phenylpropionamido)benzoic acid ethyl ester